CN1C(C(CC1)C1=CC=2C(=NC=CC2NC=2C=CC3=C(N=CS3)C2)S1)C N-(2-(1,2-dimethylpyrrolidin-3-yl)thieno[2,3-B]-pyridin-4-yl)benzo[d]thiazol-5-amine